C1(CC1)C1=C2C=CC(=C(C2=CC=C1)C1=C(C(=O)N)C=CC(=C1)F)C (5-cyclopropyl-2-methylnaphthalen-1-yl)-4-fluorobenzamide